5-bromo-3,3-difluoroindolin-2-one BrC=1C=C2C(C(NC2=CC1)=O)(F)F